(1R,3S)-3-(3-{[(4-methyl-1,3-thiazol-2-yl)acetyl]amino}-1H-pyrazol-5-yl)cyclopentyl (2S)-butan-2-ylcarbamate C[C@@H](CC)NC(O[C@H]1C[C@H](CC1)C1=CC(=NN1)NC(CC=1SC=C(N1)C)=O)=O